2-(1-(4-cyano-3-(trifluoromethyl)phenyl)pyrrolidin-3-yl)acetic acid C(#N)C1=C(C=C(C=C1)N1CC(CC1)CC(=O)O)C(F)(F)F